NC1=NC(=CC(=N1)C=1C(=C(C#N)C=CC1)F)C=1N=NN(C1)CC1=NC(=CC=C1)C(C)C 3-(2-amino-6-{1-[(6-isopropyl-2-pyridinyl)methyl]-1H-1,2,3-triazol-4-yl}-4-pyrimidinyl)-2-fluoro-benzonitrile